tert-butyl N-[(3S,4R)-4-[(2-bromophenyl) methoxy]-1-carbamoylpentan-3-yl]carbamate BrC1=C(C=CC=C1)CO[C@@H]([C@H](CCC(N)=O)NC(OC(C)(C)C)=O)C